2-methyl-3H,4H-thieno[2,3-d]pyrimidin CC=1NCC2=C(N1)SC=C2